tert-Butyl (1S,4S)-5-(4-amino-5-cyano-2-fluorophenyl)-2,5-diazabicyclo[2.2.1]heptane-2-carboxylate NC1=CC(=C(C=C1C#N)N1[C@@H]2CN([C@H](C1)C2)C(=O)OC(C)(C)C)F